C(C)OC(=O)C=1[C@H](N=C(NC1CBr)C=1SC=CN1)C1=C(C(=CC=C1)F)Cl (S)-6-(bromomethyl)-4-(2-chloro-3-fluorophenyl)-2-(thiazol-2-yl)-1,4-dihydropyrimidine-5-carboxylic acid ethyl ester